fluoro-4-(3,4-difluorobenzoyloxymethyl)-1-methyl-1,4-dihydroquinoline-3-carboxylic acid FC=1N(C2=CC=CC=C2C(C1C(=O)O)COC(C1=CC(=C(C=C1)F)F)=O)C